(5-amino-3-methyl-2-(trifluoromethyl)phenyl)boronic acid NC=1C=C(C(=C(C1)B(O)O)C(F)(F)F)C